N2-[6-chloro-5-[rel-(2R)-2-methyl-2,3,4,7-tetrahydro-1H-azepin-5-yl]-2,3-dihydro-1,4-benzodioxin-7-yl]-N4,6-dimethyl-pyrimidine-2,4-diamine ClC1=C(C2=C(OCCO2)C=C1NC1=NC(=CC(=N1)NC)C)C=1CC[C@H](NCC1)C |o1:24|